C[C@@H]1N(CC1)C1=NC(=CC(=N1)N1CCN(CC1)CC(=O)O)C(F)(F)F (S)-2-(4-(2-(2-Methylazetidin-1-yl)-6-(trifluoromethyl)pyrimidin-4-yl)piperazin-1-yl)acetic acid